2-[4-(benzyloxy)-3-methyl-1H-pyrazol-1-yl]ethyl acetate C(C)(=O)OCCN1N=C(C(=C1)OCC1=CC=CC=C1)C